FC(OC1CC(C1)(C1=NN=CN1C)C=1C=C(C=CC1)N1C(C2=CC(=CC(=C2C1)C(F)(F)F)CNC1(CCC1)C)=O)F 2-(3-((1r,3r)-3-(difluoromethoxy)-1-(4-methyl-4H-1,2,4-triazol-3-yl)cyclobutyl)phenyl)-6-(((1-methylcyclobutyl)amino)methyl)-4-(trifluoromethyl)isoindolin-1-one